(S)-1-(4-(trifluoromethyl)pyridin-2-yl)piperidin FC(C1=CC(=NC=C1)N1CCCCC1)(F)F